butyl (1S,3R,5R)-6,6-difluoro-3-((6-(2-hydroxy-4-((R)-2-oxopiperidin-4-yl)phenyl)pyridazin-3-yl)(methyl)amino)-8-azabicyclo[3.2.1]octane-8-carboxylate FC1([C@H]2C[C@@H](C[C@@H](C1)N2C(=O)OCCCC)N(C)C=2N=NC(=CC2)C2=C(C=C(C=C2)[C@H]2CC(NCC2)=O)O)F